acetyl-indene C(C)(=O)C1C=CC2=CC=CC=C12